NC1=NC=CC=C1C1=NC=2C(=NC(=CC2)C2=CC=CC=C2)N1C1=CC=C(C=C1)C1CCN(CC1)CC1CCC(CC1)C1=NSC(N1)=O 3-((1s,4s)-4-((4-(4-(2-(2-aminopyridin-3-yl)-5-phenyl-3H-imidazo[4,5-b]pyridin-3-yl)phenyl)piperidin-1-yl)methyl)cyclohexyl)-1,2,4-thiadiazol-5(4H)-one